FC(OC1=CC=NN1C1CC(C1)O)F (1r,3r)-3-(5-(difluoromethoxy)-1H-pyrazol-1-yl)cyclobutan-1-ol